OC1CCC(CC1)NC1=NC(=NC=C1C(=O)N)NC1CCN(CC1)C(CC)=O 4-((1s,4s)-4-hydroxycyclohexylamino)-2-(1-propionylpiperidin-4-ylamino)pyrimidine-5-carboxamide